[Si](C)(C)(C(C)(C)C)OC1CC=2C=CC(=CC2CC1)N1C(N=C(C=C1)NC(=O)N1CCN(CC1)C(C(C)(C)NC(OC(C)(C)C)=O)=O)=O tert-butyl (1-(4-((1-(6-((tert-butyldimethylsilyl)oxy)-5,6,7,8-tetrahydronaphthalen-2-yl)-2-oxo-1,2-dihydropyrimidin-4-yl)carbamoyl)piperazin-1-yl)-2-methyl-1-oxopropan-2-yl)carbamate